CC(C=C)O[SiH](C)C (1-methyl-2-propenyl)oxy-dimethylsilane